3-[3-fluoro-4-(imidazol-1-ylmethyl)phenyl]-5-(trifluoromethyl)-1,2,4-oxadiazole FC=1C=C(C=CC1CN1C=NC=C1)C1=NOC(=N1)C(F)(F)F